1-(6-((4-(6-((5-fluoro-4-(4-fluoro-1-isopropyl-2-methyl-1H-benzo[d]imidazol-6-yl)pyrimidin-2-yl)amino)pyridin-3-yl)piperazin-1-yl)methyl)pyridin-3-yl)dihydropyrimidine-2,4(1H,3H)-dione FC=1C(=NC(=NC1)NC1=CC=C(C=N1)N1CCN(CC1)CC1=CC=C(C=N1)N1C(NC(CC1)=O)=O)C=1C=C(C2=C(N(C(=N2)C)C(C)C)C1)F